Cl.NC1=C2C(=NC=N1)N(N=C2C2=NOC(=C2C2=NC=C(C(=N2)C)C2CCN(CC2)C(=O)OCC(=O)O)C2CC2)C(C)(C)C 2-[4-[2-[3-(4-amino-1-tert-butyl-pyrazolo[3,4-d]pyrimidin-3-yl)-5-cyclopropyl-isoxazol-4-yl]-4-methyl-pyrimidin-5-yl]piperidine-1-carbonyl]oxyacetic acid hydrochloride